FC1=C(C(=C(C=C1C1=NN(C2=NC(=NC=C21)N2CC(OCC2)C2CCOCC2)C)C(F)(F)F)F)O 2,6-Difluoro-3-(1-methyl-6-(2-(tetrahydro-2H-pyran-4-yl)morpholino)-1H-pyrazolo[3,4-d]pyrimidin-3-yl)-5-(trifluoromethyl)phenol